NCC(CN1N=NN(C1=O)C=1C=C(C=CC1)C=1C=C2CCC(NC2=C(C1)C)=O)=C(F)F 6-[3-[4-[2-(aminomethyl)-3,3-difluoro-allyl]-5-oxo-tetrazol-1-yl]phenyl]-8-methyl-3,4-dihydro-1H-quinolin-2-one